(1-(tert-Butoxycarbonyl)azetidin-3-yl)-6-chloro-1H-pyrrolo[2,3-b]pyridine-4-carboxylic acid methyl ester COC(=O)C=1C2=C(N=C(C1)Cl)N(C=C2)C2CN(C2)C(=O)OC(C)(C)C